NC1=CC=C(C=C1)C1=C(C2=C(N(CN(C2)C=2N=NC(=CC2)OCC2COC2)CC2=C(C=CC=C2F)F)S1)CN(C)C 6-(4-aminophenyl)-1-(2,6-difluorobenzyl)-5-((dimethylamino)Methyl)-3-(6-(oxetan-3-ylmethoxy)pyridazin-3-yl)thieno[2,3-d]pyrimidine